BrC=1C=CC=2CC3=CC=C(C=C3C2C1)Br 3,6-dibromofluorene